C(C=C)N(C(C)=O)CC=C N,N-diallyl-Acetamide